NC1=C(N=CC2=C(C=CC=C12)C=1C(=NC=CC1)C(F)F)C(=O)NCCC 4-amino-8-(2-(difluoromethyl)pyridin-3-yl)-N-propylisoquinoline-3-carboxamide